C1(=CC=C(C=C1)C(CC(=O)O)NC1=CC=C(C=C1)Br)C1=CC=CC=C1 3-([1,1'-Biphenyl]-4-yl)-3-((4-bromophenyl)amino)propionic acid